2-(2'-hydroxy-3',5'-dicumylphenyl)benzotriazole tert-butyl-3'-hydroxy-6-nitro-2H-spiro[benzofuran-3,4'-piperidine]-1'-carboxylate C(C)(C)(C)OC(=O)N1CC(C2(CC1)COC1=C2C=CC(=C1)[N+](=O)[O-])O.OC1=C(C(C)(C)C=2C=C(C=C(C2)N2N=C3C(=N2)C=CC=C3)C(C)(C)C3=CC=CC=C3)C=CC=C1